1,3,4,9,10,11-hexahydro-2H-pyrimido[1',2':1,6]pyrido[2,3-f][1,4]oxazepine C1NCCOC2=C1N1C(C=C2)=NCCC1